5-fluoro-6-(3-(4-(trifluoromethyl)phenyl)morpholino)pyrimidin FC=1C=NC=NC1N1C(COCC1)C1=CC=C(C=C1)C(F)(F)F